(2-Mercapto-4-methyl-phenyl)diphenyl-phosphine oxide SC1=C(C=CC(=C1)C)P(C1=CC=CC=C1)(C1=CC=CC=C1)=O